C(C)OC=1N=NC(=C2C1N(C=C2I)C)NCC2=CC=C(C=C2)OC 7-ethoxy-3-iodo-N-(4-methoxybenzyl)-1-methyl-1H-pyrrolo[2,3-d]pyridazin-4-amine